carbazole-phosphoric acid P(O)(O)(O)=O.C1=CC=CC=2C3=CC=CC=C3NC12